C(C1=CC=CO1)NCCNCC1=C(C(=CC(=C1)CNCCNCC1=CC=CO1)CNCCNCC1=CC=CO1)O 2,4,6-tris((2-furfurylaminoethyl)aminomethyl)phenol